(S)-7-chloro-1-methyl-6-((6-(methylamino)pyrazolo[1,5-a]pyrazin-3-yl)oxy)-N-(3-((1-methylpyrrolidin-2-yl)methoxy)-5-(trifluoromethyl)phenyl)-1H-imidazo[4,5-b]pyridin-2-amine ClC1=C2C(=NC=C1OC=1C=NN3C1C=NC(=C3)NC)N=C(N2C)NC2=CC(=CC(=C2)C(F)(F)F)OC[C@H]2N(CCC2)C